cyanonaphthalen C(#N)C1=CC=CC2=CC=CC=C12